C(#CC)OC=1C(OC2=CC=CC=C2C1)=O 3-propynyloxycoumarin